3,4-dichlorophenylboric acid ClC=1C=C(C=CC1Cl)OB(O)O